C(CCCCC)OCOCCCC(CC(CC(CC(C)I)C)C)C 10-iodo-4,6,8-trimethylundecyl hexyloxymethyl ether